13-octadecatrienoic acid CCCC/C=C/CCCCC/C=C/C=C/CCC(=O)O